NC=1N=CC2=CC(=CC=C2C1)C1=CC(=NN1C)NC(=O)C1=CC=C(C2=CC=CC=C12)CN1CCN(CC1)C N-(5-(3-aminoisoquinolin-7-yl)-1-methyl-1H-pyrazol-3-yl)-4-((4-methylpiperazin-1-yl)methyl)-1-naphthamide